BrC=1C=C(C=CC1F)/C(=C/C(=O)OCC)/[Sn](CCCC)(CCCC)CCCC Ethyl (Z)-3-(3-bromo-4-fluorophenyl)-3-(tributylstannyl)acrylate